2-(bicyclo[1.1.1]pent-1-yl)-7-isopropoxyimidazo[1,2-a]pyridine-6-carboxylic acid methyl ester COC(=O)C=1C(=CC=2N(C1)C=C(N2)C21CC(C2)C1)OC(C)C